amino-5-cyano-6-(4-oxo-2-phenyl-4H-chromen-3-yl)methylaminopyrimidine NC1=NC(=C(C=N1)C#N)NCC1=C(OC2=CC=CC=C2C1=O)C1=CC=CC=C1